COC(C1=C(C=CC(=C1)N1S(CCCC1)(=O)=O)OC)=O 5-(1,1-Dioxo-1,2-thiazinan-2-yl)-2-methoxybenzoic acid methyl ester